C(C(=C)C)(=O)O.N(=NC1=CC=CC=C1)C1=CC=CC=C1 azobenzene methacrylate